C(C)(=O)NCCCC(=O)OCN1C(C=CC2=CC=C(C=C12)OCCCCN1CCN(CC1)C1=CC=CC=2SC=CC21)=O (7-(4-(4-(benzo[b]thiophen-4-yl)piperazin-1-yl)butoxy)-2-oxoquinolin-1(2H)-yl)methyl 4-acetamidobutanoate